(2R,3R)-3-((S)-1-((3R,4S,5S)-4-((S)-2-(((benzyloxy)carbonyl)amino)-N,3-dimethyl-butanamido)-3-methoxy-5-methylheptanoyl)pyrrolidin-2-yl)-3-methoxy-2-methylpropanoic acid C(C1=CC=CC=C1)OC(=O)N[C@H](C(=O)N(C)[C@H]([C@@H](CC(=O)N1[C@@H](CCC1)[C@@H]([C@H](C(=O)O)C)OC)OC)[C@H](CC)C)C(C)C